5-((6-((5-chloro-2-methylbenzo[d]oxazol-6-yl)amino)-3-((1-methyl-1H-1,2,4-triazol-3-yl)methyl)-2,4-dioxo-3,4-dihydropyrimidin-1(2H)-yl)methyl)-2-fluorobenzonitrile ClC=1C(=CC2=C(N=C(O2)C)C1)NC1=CC(N(C(N1CC=1C=CC(=C(C#N)C1)F)=O)CC1=NN(C=N1)C)=O